tert-butyl (S)-2-(1-amino-5-(ethoxycarbonyl)-4-(4-(pyridazin-3-ylcarbamoyl)phenyl)-1H-imidazol-2-yl)piperidine-1-carboxylate NN1C(=NC(=C1C(=O)OCC)C1=CC=C(C=C1)C(NC=1N=NC=CC1)=O)[C@H]1N(CCCC1)C(=O)OC(C)(C)C